(S)-ethyl 8-(2-amino-6-((R)-1-(5-chloro-3'-(4-cyclopropylpiperazine-1-carbonyl)-[1,1'-biphenyl]-2-yl)-2,2,2-trifluoroethoxy)pyrimidin-4-yl)-2,8-diazaspiro[4.5]decane-3-carboxylate NC1=NC(=CC(=N1)N1CCC2(C[C@H](NC2)C(=O)OCC)CC1)O[C@@H](C(F)(F)F)C1=C(C=C(C=C1)Cl)C1=CC(=CC=C1)C(=O)N1CCN(CC1)C1CC1